(2S,5R)-6-((tert-butyldimethylsilyl)oxy)-3-methyl-7-oxo-1,6-diazabicyclo[3.2.1]oct-3-ene-2-carboxamide [Si](C)(C)(C(C)(C)C)ON1[C@@H]2C=C([C@H](N(C1=O)C2)C(=O)N)C